trioctyl-phosphine-oxide C(CCCCCCC)P(CCCCCCCC)(CCCCCCCC)=O